phenyl imidazo[1,2-a]pyrimidin-6-ylcarbamate N=1C=CN2C1N=CC(=C2)NC(OC2=CC=CC=C2)=O